CC=1C=C(\C=N\NC2=C3N=CN(C3=NC(=N2)N2CC(C2)O)C=2C=NC=CC2)C=CC1 (E)-1-(6-(2-(3-methylbenzylidene)hydrazinyl)-9-(pyridin-3-yl)-9H-purin-2-yl)azetidin-3-ol